(E)-2-(1-(Allyloxy)-3-(4-methoxyphenyl)-2-PHENYLALLYLIDENE)-1,3-dithiane C(C=C)OC(\C(=C\C1=CC=C(C=C1)OC)\C1=CC=CC=C1)=C1SCCCS1